C(C)(C)N1C(CCC1)CC(=O)[O-] 2-(1-isopropylpyrrolidin-2-yl)acetate